(3-chloro-6-(((6aS)-8-(methoxymethyl)-6a,7,8,9-tetrahydro-6H-pyrido[3,2-b]pyrrolo[1,2-d][1,4]oxazin-4-yl)thio)pyrazin-2-yl)methanol ClC=1C(=NC(=CN1)SC1=CC=NC2=C1OC[C@H]1N2CC(C1)COC)CO